C(C)(C)(C)OC(N[C@H]1CN(C[C@@H](C1)F)C(=O)C1=CC2=C(C(=C(O2)C=2N(C3=CC(=CC=C3C2)C=2C=C3CNC(C3=CC2)=O)CC2CC2)C)C=C1)=O tert-Butyl-((3R,5R)-1-(2-(1-(cyclopropylmethyl)-6-(1-oxoisoindolin-5-yl)-1H-indol-2-yl)-3-methylbenzofuran-6-carbonyl)-5-fluoropiperidin-3-yl)carbamate